3,3-diphenyl-3-hydroxypropanol C1(=CC=CC=C1)C(CCO)(O)C1=CC=CC=C1